N,N-bishexadecyl-1,3-diaminopropane C(CCCCCCCCCCCCCCC)N(CCCN)CCCCCCCCCCCCCCCC